1-(3-bromo-2-methylphenyl)-3-methylenepyrrolidin-2-one BrC=1C(=C(C=CC1)N1C(C(CC1)=C)=O)C